NC(NCCCC[C@@H](C(NCCCC[C@H](NC(N[C@@H](CCC(=O)OC(C)(C)C)C(=O)OC(C)(C)C)=O)C(=O)OC(C)(C)C)=O)NC(=O)C1CCC(CC1)CN)=O tri-tert-butyl (7S,14S,18S)-1-amino-7-{[(1r,4S)-4-(aminomethyl)cyclohexane-1-carbonyl]amino}-1,8,16-trioxo-2,9,15,17-tetraazaicosane-14,18,20-tricarboxylate